BrC1=CC=C(C(=N1)[C@]1(N=C([C@@](OC1)(C(F)(F)F)C)NC(OC(C)(C)C)=O)C)F tert-butyl ((2R,5R)-5-(6-bromo-3-fluoropyridin-2-yl)-2,5-dimethyl-2-(trifluoromethyl)-5,6-dihydro-2H-1,4-oxazin-3-yl)carbamate